N,N-didecylacrylamide C(CCCCCCCCC)N(C(C=C)=O)CCCCCCCCCC